O=C1N(C(CC1)=O)OC(OCCOCCOCCOC(NCCNC(CN1CCN(CCN(CCN(CC1)CC(=O)OC(C)(C)C)CC(=O)OC(C)(C)C)CC(=O)OC(C)(C)C)=O)=O)=O tri-tert-butyl 2,2',2''-(10-(1-((2,5-dioxopyrrolidin-1-yl)oxy)-1,12,17-trioxo-2,5,8,11-tetraoxa-13,16-diazaoctadecan-18-yl)-1,4,7,10-tetraazacyclododecane-1,4,7-triyl)triacetate